FC1=C(C=CC=C1F)NC1=NC=NC2=CC=C(C=C12)C1(CN(C1)C(=O)OC(C)(C)C)C tert-Butyl 3-(4-((2,3-difluorophenyl)amino)quinazolin-6-yl)-3-methylazetidine-1-carboxylate